C1=CC=C(C=2SC3=C(C21)C=CC=C3)C=3C=C(C=CC3)C3=CC(=CC=C3)C3=C2C(=NC=N3)C3=C(O2)C=CC=2C=CC=CC23 8-[3'-(dibenzothiophen-4-yl)(biphenyl-3-yl)]naphtho[1',2':4,5]furo[3,2-d]pyrimidine